(2R,5S*)-2,5-diethyl-2,3,4,5-tetrahydropyrido[2,3-f][1,4]oxazepine C(C)[C@H]1OC2=C([C@@H](NC1)CC)N=CC=C2 |o1:6|